Triethanolamine Lauroyl-Glutamate C(CCCCCCCCCCC)(=O)N[C@@H](CCC(=O)O)C(=O)O.N(CCO)(CCO)CCO